caprylic acid 9-heptadecane-carboxylate CCCCCCCCC(CCCCCCCC)C(=O)O.C(CCCCCCC)(=O)O